ClC=1C=C(C=C(C1)S(=O)(=O)C)NC(=O)C1=CN(C(=C1)C1=NC=C(C=C1)N1CC(CC1)(F)F)C N-(3-chloro-5-(methylsulfonyl)phenyl)-5-(5-(3,3-difluoropyrrolidin-1-yl)pyridin-2-yl)-1-methyl-1H-pyrrole-3-carboxamide